COC=1C=C2C(=CC=NC2=CC1OC)OC1=CC=C(C=N1)NC(CC1=CC=CC=C1)=O N-(6-((6,7-dimethoxyquinolin-4-yl)oxy)pyridin-3-yl)-2-phenylacetamide